tert-butyl 2-(chloromethyl)-1H-pyrrole-1-carboxylate ClCC=1N(C=CC1)C(=O)OC(C)(C)C